2-bromo-4-(4-[[4-(4-chlorophenyl)-6,6-dimethyl-2,5-dihydropyran-3-yl]methyl]piperazin-1-yl)-N-[3-nitro-4-[(oxan-4-ylmethyl)amino]benzenesulfonyl]benzamide BrC1=C(C(=O)NS(=O)(=O)C2=CC(=C(C=C2)NCC2CCOCC2)[N+](=O)[O-])C=CC(=C1)N1CCN(CC1)CC=1COC(CC1C1=CC=C(C=C1)Cl)(C)C